C(C)OC(C(\C=C(/CBr)\OC)=O)=O (E)-5-bromo-4-methoxy-2-oxo-pent-3-enoic acid ethyl ester